NC1=NC=C(C2=C1C=NN2COCC[Si](C)(C)C)NC(C(N2[C@H](CC[C@@H](C2)C)C=2C=CC1=C(N=C(S1)CCCN(C)C)C2)=O)=O |r| N-[4-amino-1-(2-trimethylsilylethoxymethyl)pyrazolo[4,3-c]pyridin-7-yl]-2-oxo-2-[rac-(2R,5S)-2-[2-[3-(dimethylamino)propyl]-1,3-benzothiazol-5-yl]-5-methyl-1-piperidyl]acetamide